ClC1=C(C(=NN1CC)C1=NOC=C1)C(=O)NC1CC2(C1)CCN(CC2)CCC(C)(C)C 5-Chloro-N-(7-(3,3-dimethylbutyl)-7-azaspiro[3.5]nonan-2-yl)-1-ethyl-3-(isoxazol-3-yl)-1H-pyrazole-4-carboxamide